5,7-dimethyl-1,3-benzoxazol CC=1C=C(C2=C(N=CO2)C1)C